5-chloro-1H-indol-2-amine ClC=1C=C2C=C(NC2=CC1)N